Cl.ClC1=NC=C(C=N1)C(F)(F)F 2-chloro-5-(trifluoromethyl)pyrimidine hydrochloride